monoammonium dihydrogenphosphate P(=O)(O)(O)[O-].[NH4+]